C([2H])([2H])([2H])N(C(CN1C(COC2=C(C1=O)OC1=C2C=C(C=C1)Cl)(C(=O)NCC1=NC=CC=C1OCC)C)=O)C([2H])([2H])[2H] 4-(2-(Bis(methyl-d3)amino)-2-oxoethyl)-9-chloro-N-((3-ethoxypyridin-2-yl)methyl)-3-methyl-5-oxo-2,3,4,5-tetrahydrobenzofuro[2,3-f][1,4]oxazepine-3-Carboxamide